tert-butyl 2-(4-(6-((6-acetyl-8-cyclopentyl-5-methyL-7-oxo-7,8-dihydropyrido[2,3-d]pyrimidin-2-yl)amino)pyridin-3-yl)piperazin-1-yl)acetate C(C)(=O)C1=C(C2=C(N=C(N=C2)NC2=CC=C(C=N2)N2CCN(CC2)CC(=O)OC(C)(C)C)N(C1=O)C1CCCC1)C